ethyl 8-amino-6-bromo-2-methylimidazo[1,2-a]pyrazine-3-carboxylate NC=1C=2N(C=C(N1)Br)C(=C(N2)C)C(=O)OCC